C(CCCCCCC\C=C/CCCCCCCC)(=O)N(CCN(CC(=O)O)CC(=O)O)CCO.[Na].[Na] disodium N-oleoyl-N-hydroxyethyl-N',N'-dicarboxymethylethylenediamine